ClC1=CC=C(C=C1)[C@H]([C@@H]1[C@H]([C@H]([C@@H](O1)N1C=CC2=C1NC=NC2=NNC(C)=O)O)O)O N'-(7-((2R,3R,4S,5R)-5-((R)-(4-chlorophenyl)(hydroxy)methyl)-3,4-dihydroxytetrahydrofuran-2-yl)-1,7-dihydro-4H-pyrrolo[2,3-d]pyrimidin-4-ylidene)acetohydrazide